(1-methyl-6-oxo-1,6-dihydropyridin-3-yl)-4-phenylisoindoline-2-carbonitrile CN1C=C(C=CC1=O)C1N(CC2=C(C=CC=C12)C1=CC=CC=C1)C#N